1-[3-(4-cyanophenyl)propanamido]cyclohexane-1-carboxamide C(#N)C1=CC=C(C=C1)CCC(=O)NC1(CCCCC1)C(=O)N